NC=1C2=C(N=CN1)N(C=C2C(=O)N)CC(=O)N2[C@@H](C[C@H](C2)F)C(NCC2=C(C(=CC=C2)Cl)F)=O 4-amino-7-(2-((2S,4R)-2-((3-chloro-2-fluorophenylmethyl)carbamoyl)-4-fluoropyrrolidin-1-yl)-2-oxoethyl)-7H-pyrrolo[2,3-d]pyrimidine-5-carboxamide